2-(4-bromophenoxy)ethylamine, hydrochloride Cl.BrC1=CC=C(OCCN)C=C1